FC1(CCC(CC1)N1CCC=2C1=NC=C(C2)CN)F (1-(4,4-difluorocyclohexyl)-2,3-dihydro-1H-pyrrolo[2,3-b]pyridin-5-yl)methylamine